5'-O-(4,4'-dimethoxytrityl)-N4-(3,5,5-trimethyl-1-hexanoyl)-2'-deoxycytidine COC1=CC=C(C(C2=CC=C(C=C2)OC)(C2=CC=CC=C2)OC[C@@H]2[C@H](C[C@@H](O2)N2C(=O)N=C(NC(CC(CC(C)(C)C)C)=O)C=C2)O)C=C1